NC1C(NCCC1)=O 3-Amino-2-piperidon